1-(chloromethyl)-3-(trifluoromethyl)benzene ClCC1=CC(=CC=C1)C(F)(F)F